N-(3-(2,6-dioxopiperidin-3-yl)phenyl)-2-((R)-2-(trifluoromethyl)piperazin-1-yl)acetamide O=C1NC(CCC1C=1C=C(C=CC1)NC(CN1[C@H](CNCC1)C(F)(F)F)=O)=O